1-(6-bromopyrazin-2-yl)ethanone BrC1=CN=CC(=N1)C(C)=O